(E)-2-(5-bromo-1H-indol-3-yl)-N'-(3,4,5-trimethoxybenzylidene)thiazole-4-carbohydrazide BrC=1C=C2C(=CNC2=CC1)C=1SC=C(N1)C(=O)N/N=C/C1=CC(=C(C(=C1)OC)OC)OC